1,1,2,3,3-pentachloroprop-1-ene ClC(=C(C(Cl)Cl)Cl)Cl